tert-butyl (2-aminoethyl)(2-((4-(2-chloro-9-cyano-5-ethyl-6-oxo-5,6-dihydro-7H-benzo[d]pyrido[3,2-f][1,3]diazepin-7-yl)-3,5-difluorophenyl)amino)ethyl)carbamate NCCN(C(OC(C)(C)C)=O)CCNC1=CC(=C(C(=C1)F)N1C(N(C2=C(C3=C1C=C(C=C3)C#N)C=C(C=N2)Cl)CC)=O)F